6-chloro-8-(trifluoromethyl)-[1,2,4]triazolo[4,3-b]pyridazine ClC=1C=C(C=2N(N1)C=NN2)C(F)(F)F